2H-furo[2,3-g]indazole N=1NC=C2C=CC3=C(C12)C=CO3